CC1=C(N=NC(=C1C)N1CC=2C=C(C=NC2CC1)C=1C=NC(=CC1)C)C#N 4,5-dimethyl-6-(3-(6-methylpyridin-3-yl)-7,8-dihydro-1,6-naphthyridin-6(5H)-yl)pyridazine-3-carbonitrile